stearyl-propyl-butyl-amine C(CCCCCCCCCCCCCCCCC)N(CCCC)CCC